dimethyl-hydroxylamine tert-butyl-(R)-2-(3-bromo-5-chlorophenyl)-4-(methylsulfonyl)piperazine-1-carboxylate C(C)(C)(C)OC(=O)N1[C@@H](CN(CC1)S(=O)(=O)C)C1=CC(=CC(=C1)Cl)Br.CN(O)C